N(C(=O)N)CCOC(C(=C)C)=O 2-methyl-acrylic acid-2-ureido-ethyl ester